N-(2,3,6-trifluoro-4-(8-isopropyl-2-((4-((2-methoxyethyl)(methyl)-amino)cyclohexyl)-amino)-7-oxo-7,8-dihydropyrido[2,3-d]-pyrimidin-6-yl)phenyl)-propane-1-sulfonamide FC1=C(C(=CC(=C1F)C1=CC2=C(N=C(N=C2)NC2CCC(CC2)N(C)CCOC)N(C1=O)C(C)C)F)NS(=O)(=O)CCC